ClC=1C=CC(=C(C1)NC(=O)N1[C@@H]2CC[C@H]1CC=1N=CN=CC12)F (5R,8S)-N-(5-chloro-2-fluorophenyl)-6,7,8,9-tetrahydro-5H-5,8-epiminocyclohepta[d]-pyrimidine-10-carboxamide